C(C1=CC=CC=C1)N1C(NC(N=C1)=O)=O benzyl-1,3,5-triazine-2,4(1H,3H)-dione